CN1C(CC[C@@H](C1)NC=1N=CC2=C(N1)NC=C2C=2C=CC=1N(C2)C(=NN1)C)=O (S)-1-methyl-5-((5-(3-methyl-[1,2,4]triazolo[4,3-a]pyridin-6-yl)-7H-pyrrolo[2,3-d]pyrimidin-2-yl)amino)piperidin-2-one